COCCOC=1C(=C2C(=CN=CC2=CN1)C=O)C#C[Si](C)(C)C 6-(2-methoxyethoxy)-5-(2-trimethylsilylethynyl)-2,7-naphthyridine-4-carbaldehyde